Cl.COC=1C=C2C(=CC=NC2=CC1OC)OC=1C=CC(=NC1)NC(=O)C1=NN(C=C1OCC(F)(F)F)CCC N-(5-((6,7-DIMETHOXYQUINOLIN-4-YL)OXY)PYRIDIN-2-YL)-1-PROPYL-4-(2,2,2-TRIFLUOROETHOXY)-1H-PYRAZOLE-3-CARBOXAMIDE HYDROCHLORIDE